6-Bromo-7-methoxy-1,1-dimethyl-3,4-dihydronaphthalene-2(1H)-one BrC=1C=C2CCC(C(C2=CC1OC)(C)C)=O